N2-methylguanosine CNC1=NC2=C(C(=O)N1)N=CN2[C@H]3[C@@H]([C@@H]([C@H](O3)CO)O)O